(3R)-3-{[2-(furan-2-yl)[1,2,4]triazolo[1,5-c]quinazolin-5-yl]amino}azepin-2-one O1C(=CC=C1)C1=NN2C(=NC=3C=CC=CC3C2=N1)NC=1C(N=CC=CC1)=O